C[Si](OC(=CC=C)O[Si](C)(C)C)(C)C 1,1-bis(trimethylsilyloxy)-1,3-butadiene